C1(CCCCC1)C(=O)OCOC1=NC2=CC(=CC=C2C=C1)OCCCCN1CCN(CC1)C1=CC=CC=2SC=CC21 (7-(4-(4-(benzo[b]thiophen-4-yl)piperazin-1-yl)butoxy)quinolin-2-yloxy)methyl cyclohexanecarboxylate